OC[C@H]1[C@@H](N([C@H](C1)CO)[C@@H](C)C1=CC=CC=C1)C(=O)OC Methyl (2R,3R,5R)-3,5-bis(hydroxymethyl)-1-((S)-1-phenylethyl)pyrrolidine-2-carboxylate